C(C)OC(=O)C1=CC(=C(C=C1)S(=O)(=O)C=1C=C(C=NC1OC)C=1C=C2C=NC=NC2=CC1)F 6-(5-((4-(ethoxycarbonyl)-2-fluorophenyl)sulfonyl)-6-methoxypyridin-3-yl)quinazoline